ClC1=CC(=C2C(=N1)SC=N2)C2CC2 5-chloro-7-cyclopropyl-1,3-thiazolo[5,4-b]pyridine